5-morpholino-pyridine-2-carboxamide O1CCN(CC1)C=1C=CC(=NC1)C(=O)N